3-(dimethylamino)-1-(2-methoxy-4-(trifluoromethyl)phenyl)prop-2-en-1-one CN(C=CC(=O)C1=C(C=C(C=C1)C(F)(F)F)OC)C